[C@@H]12NC[C@@H](CC1)[C@@H]2NC(=O)NC2=CC=C(C=C2)OC(F)(F)F 1-((1R,4R,7S)-2-azabicyclo[2.2.1]heptan-7-yl)-3-(4-(trifluoromethoxy)phenyl)urea